o-(chlorosulfonyl)nitrobenzene tert-butyl-4-(2-morpholino-7-(pyridin-3-yl)-6,7-dihydro-5H-pyrrolo[2,3-d]pyrimidin-4-yl)piperidine-1-carboxylate C(C)(C)(C)OC(=O)N1CCC(CC1)C=1C2=C(N=C(N1)N1CCOCC1)N(CC2)C=2C=NC=CC2.ClS(=O)(=O)C2=C(C=CC=C2)[N+](=O)[O-]